N-[3-methyl-1-[5-methyl-2-[(2-methylpyrazol-3-yl)amino]pyrimidin-4-yl]pyrrolo[2,3-b]pyridin-5-yl]prop-2-enamide CC1=CN(C2=NC=C(C=C21)NC(C=C)=O)C2=NC(=NC=C2C)NC=2N(N=CC2)C